FC(C=1C(=C(C=CC1)[C@@H](C)NC1=NN(C(C=2C1=CN(C(C2)=O)C21CC(C2)(C1)C(=O)N(C)C)=O)C)F)F (R)-3-(4-((1-(3-(difluoromethyl)-2-fluorophenyl)ethyl)amino)-2-methyl-1,7-dioxo-1,7-dihydropyrido[3,4-d]pyridazin-6(2H)-yl)-N,N-dimethylbicyclo[1.1.1]pentane-1-carboxamide